N1(N=CN=C1)CC1=CC=C(C(=N)N)C=C1 4-((1H-1,2,4-triazole-1-yl)methyl)-benzamidine